5-(2-fluoro-6-hydroxy-3-(5-oxo-2,5-dihydrofuran-3-yl)phenyl)-1,2,5-thiadiazolidin-3-one 1,1-dioxide FC1=C(C(=CC=C1C=1COC(C1)=O)O)N1CC(NS1(=O)=O)=O